(7R)-7-(piperazin-1-yl)-2-{4-[3-(trifluoromethyl)phenoxy]phenyl}-4,5,6,7-tetrahydro-2H-pyrazolo[4,3-b]pyridine-3-carboxamide N1(CCNCC1)[C@H]1C=2C(NCC1)=C(N(N2)C2=CC=C(C=C2)OC2=CC(=CC=C2)C(F)(F)F)C(=O)N